C(=O)=CC(C=C)=O 1-carbonyl-butenone